1-[6-[5-[(6-Methylpyridazin-3-yl)amino]benzimidazol-1-yl]-2-[5-methyl-3-(trifluoromethyl)-6,7-dihydro-4H-pyrazolo[4,3-c]pyridin-1-yl]-3-pyridinyl]ethanol CC1=CC=C(N=N1)NC1=CC2=C(N(C=N2)C2=CC=C(C(=N2)N2N=C(C=3CN(CCC32)C)C(F)(F)F)C(C)O)C=C1